3-methoxy-4-[5-methoxy-3-(trifluoromethyl)pyrazol-1-yl]benzoic acid methyl ester COC(C1=CC(=C(C=C1)N1N=C(C=C1OC)C(F)(F)F)OC)=O